N-(6-(4-chloro-2-(hydroxymethyl)phenyl)imidazo[1,2-a]pyridin-2-yl)cyclopropanecarboxamide ClC1=CC(=C(C=C1)C=1C=CC=2N(C1)C=C(N2)NC(=O)C2CC2)CO